COC=1C=CC=C2C(OC(=O)C12)C=C(C)C (Z)-7-methoxy-3-(2-methylpropenyl)phthalide